FC(COC1=C(C=CC=C1)C=1C=2N(C=CC1)C=C(N2)C(=O)NC21CCC(CC2)(CC1)C(=O)OC)(F)F methyl 4-(8-(2-(2,2,2-trifluoroethoxy)phenyl)imidazo[1,2-a]pyridine-2-carboxamido)bicyclo[2.2.2]octane-1-carboxylate